(4-methoxybenzyl)-1H-pyrazole-4-carbaldehyde COC1=CC=C(CN2N=CC(=C2)C=O)C=C1